C(C)(C)(C)OC(N(C1CC=2C(=CSC2)CCC1)C)=O.ClC1=C(C(=CC(=C1)[C@@H]1C([C@H]1C1=CC=C(C=C1)OC)(Cl)Cl)Cl)Cl trans-1,2,3-trichloro-5-(2,2-dichloro-3-(4-methoxyphenyl)cyclopropyl)benzene tert-butyl-N-methyl-N-(5,6,7,8-tetrahydro-4H-cyclohepta[c]thiophen-5-yl)carbamate